COC(COCCC(C)C)C propylene glycol isopentyl methyl ether